C(CC)C1C=CC=2C1=CC=1CCCCC1C2 1-n-propyl-5,6,7,8-tetrahydro-1H-cyclopenta[b]naphthalene